(S)-2-[4-bromo-2-(1,3-oxazol-5-yl)phenoxy]propionic acid BrC1=CC(=C(O[C@H](C(=O)O)C)C=C1)C1=CN=CO1